1-(6,7-dihydro-5H-cyclopenta[4,5]Thieno[2,3-d]Pyrimidin-4-yl)-N3-(4-(2-(pyrrolidin-1-yl)ethoxy)benzeneYl)-1H-1,2,4-triazole-3,5-diamine N1=CN=C(C2=C1SC1=C2CCC1)N1N=C(N=C1N)NC1=CC=C(C=C1)OCCN1CCCC1